[2H]CN1C(NC=C1)=O 3-deuteromethyl-1H-imidazol-2(3H)-one